3-(4-((1-METHYL-1H-BENZO[D]IMIDAZOL-2-YL)METHOXY)-1-OXOISOINDOLIN-2-Yl)PIPERIDINE-2,6-DIONE CN1C(=NC2=C1C=CC=C2)COC2=C1CN(C(C1=CC=C2)=O)C2C(NC(CC2)=O)=O